(2S,3R)-3-amino-2-(((benzyloxy)carbonyl)amino)butanoic acid HCl salt Cl.N[C@@H]([C@@H](C(=O)O)NC(=O)OCC1=CC=CC=C1)C